1-[4-[1-ethyl-4-(trifluoromethyl)imidazol-2-yl]phenyl]methylamine C(C)N1C(=NC(=C1)C(F)(F)F)C1=CC=C(C=C1)CN